1-(((1-(2-fluoro-5-((4-oxo-3,4-dihydrophthalazin-1-yl)methyl)benzoyl)azetidin-3-yl)methyl)amino)cyclopropanecarbonitrile FC1=C(C(=O)N2CC(C2)CNC2(CC2)C#N)C=C(C=C1)CC1=NNC(C2=CC=CC=C12)=O